(5-methoxy-7-methyl-1H-indol-4-yl)methanol-d2 COC=1C(=C2C=CNC2=C(C1)C)C(O)([2H])[2H]